C1OCC12CCN(CC2)C2CCC(CC2)NC=2C=1C=C(N(C1C=CC2)CC(F)(F)F)C#CCNC2=C(C=C(C=C2)S(=O)(=O)C)OCC N-((1R,4R)-4-(2-oxa-7-azaspiro[3.5]nonan-7-yl)cyclohexyl)-2-(3-((2-ethoxy-4-(methyl-sulfonyl)phenyl)amino)prop-1-yn-1-yl)-1-(2,2,2-trifluoroethyl)-1H-indol-4-amine